C(#N)C[C@@]1(CC[C@](C=2C=CC=NC12)(C(=O)NCC1=C(C=C(C=C1CO)Cl)Cl)F)O (5s,8r)-8-(cyanomethyl)-N-(2,4-dichloro-6-(hydroxymethyl)benzyl)-5-fluoro-8-hydroxy-5,6,7,8-tetrahydroquinoline-5-carboxamide